(2-chlorophenyl)piperidine-4-carboxylic acid methyl ester COC(=O)C1CCN(CC1)C1=C(C=CC=C1)Cl